(6-(2-(trifluoromethyl)pyridin-3-yl)pyridazin-3-yl)octahydrocyclopenta[c]pyrrol-5-amine FC(C1=NC=CC=C1C1=CC=C(N=N1)C1NCC2C1CC(C2)N)(F)F